COC=1C=C2C=CC(=CC2=CC1)[C@@H](C(=O)O[C@@H](C)OC(=S)C)C (R,S)-1-(methylthiocarbonyloxy)ethyl 2-(6-methoxynaphthalen-2-yl)propanoate